1-phenethylpiperidin-4-one C(CC1=CC=CC=C1)N1CCC(CC1)=O